C(C)(=O)OC(=O)C1=CC=C(O)C=C1 acetyl-paraben